(Z)-1,4-Diacetoxybut-2-Ene C(C)(=O)OC\C=C/COC(C)=O